1-(3-(5-methyl-2-((2,2,2-trifluoroethoxy)methyl)phenyl)-4-oxothiazolidin-2-ylidene)-3-(2-methyl-4-(1-phenyl-1H-1,2,4-triazol-3-yl)phenyl)urea CC=1C=CC(=C(C1)N1C(SCC1=O)=NC(=O)NC1=C(C=C(C=C1)C1=NN(C=N1)C1=CC=CC=C1)C)COCC(F)(F)F